C(CCCCCCC\C=C/CCCCCCCC)(=O)OCCCC(OC(NCCOCCN(C)C)=O)CCCOC(CCCCCCC\C=C/CCCCCCCC)=O 11-(3-{[(10Z)-1-oxooctadec-9-enyl] oxy} propyl)-2-methyl-9-oxo-2,8-diaza-5,10-dioxatetradecan-14-yl (10Z)-octadec-9-enoate